methyl 5-bromo-2-isobutyramidobenzoate BrC=1C=CC(=C(C(=O)OC)C1)NC(C(C)C)=O